N-(4-bromo-2-fluorophenyl)-4-(diethylphosphoryl)pyridin-3-amine BrC1=CC(=C(C=C1)NC=1C=NC=CC1P(=O)(CC)CC)F